BrC=1C=CC=C2C(=C(C=NC12)C(=O)OCC)Cl ethyl 8-bromo-4-chloro-quinoline-3-carboxylate